ClC(C(C)=O)CC=1C(O)=CC=CC1 chlorosalicylacetone